C1=CC(=C(C(=C1)C(=O)O)O)C=O The molecule is a hydroxybenzoic acid that is salicylic acid in which the hydrogen at position 3 is substituted by a formyl group. It is an aldehyde, a member of phenols and a monohydroxybenzoic acid. It derives from a salicylic acid.